C(N)(=O)N1N=NC=C1 N-carbamoyltriazole